CC1=NOC(=C1COC1=CC=C(C(=O)NC=2SC=C(N2)C=2OC=CC2)C=C1)C 4-((3,5-dimethylisoxazol-4-yl)methoxy)-N-(4-(furan-2-yl)thiazol-2-yl)benzamide